5-(2-fluoro-4-(sulfamoylethynyl)phenoxy)-1H-1,2,3-triazole-4-carboxylic acid FC1=C(OC2=C(N=NN2)C(=O)O)C=CC(=C1)C#CS(N)(=O)=O